(E)-tetramethylammonium 2-((4-(3-chloroallyl)-7-fluoro-3-oxo-3,4-dihydrobenzoxazin-6-yl)carbamoyl)cyclohex-1-ene-1-carboxylate ClC=CCC1C(NOC2=C1C=C(C(=C2)F)NC(=O)C2=C(CCCC2)C(=O)[O-])=O.C[N+](C)(C)C